CN1C(C(=C(C(=C1)C)[O-])NC(N[C@@H](CC(=O)[O-])C1=CC(=CC=C1)CC1=CC(=CC=C1)C)=O)=O.[Na+].COC1=C(C=CC=C1)C1=NOC=C1.[Na+] 3-(2-methoxyphenyl)isoxazole sodium (S)-3-(3-(1,5-dimethyl-4-oxido-2-oxo-1,2-dihydropyridin-3-yl)ureido)-3-(3-(3-methylbenzyl)phenyl)propanoate